CC1(C(C2(OC3=CC=CC=C13)OC1=CC=CC=C1CC2)(C)C)C tetramethyl-2,2'-spirobichroman